N[C@H]1C[C@H](CC1)NC=1C=2N(N=CC1C(=NC1=C(C=CC(=C1)F)Cl)N)C=C(C2)C=2C=NC(=CC2C)OCCOCCOCCOCCOC 4-[[cis-3-aminocyclopentyl]amino]-N'-(2-chloro-5-fluoro-phenyl)-6-[6-[2-[2-[2-(2-methoxyethoxy)ethoxy]ethoxy]ethoxy]-4-methyl-3-pyridyl]pyrrolo[1,2-b]pyridazine-3-carboxamidine